N1N=CC2=CC=CC(=C12)C=O (1H-indazol-7-yl)methanone